C(C1=CC=CC=C1)N(CC(C(OCCNCCOCCN1C(C2=CC=CC=C2C1=O)=O)(C)C)F)CC1=CC=CC=C1 2-[2-[2-[2-[3-(dibenzylamino)-2-fluoro-1,1-dimethyl-propoxy]ethylamino]ethoxy]-ethyl]isoindoline-1,3-dione